ON=C1C=C2C(C3=C(C(=C(C(=C3C(C2=CC1=N)=O)Cl)Cl)Cl)Cl)=O N-hydroxy-5,6,7,8-tetrachloro-9,10-anthraquinone-2,3-diimine